triethylmethyl-ammonium difluoromalonate FC(C(=O)[O-])(C(=O)[O-])F.C(C)[N+](C)(CC)CC.C(C)[N+](CC)(CC)C